5,5-dimethylmorpholino-N,N-dimethylacetamide CC1(N(CCOC1)CC(=O)N(C)C)C